(2S,4R)-4-fluoro-N-[(S)-[6-fluoro-5-(propan-2-yl)pyridin-2-yl](phenyl)methyl]-1-{2-[4-(trifluoromethyl)-1,3-oxazol-2-yl]acetyl}pyrrolidine-2-carboxamide F[C@@H]1C[C@H](N(C1)C(CC=1OC=C(N1)C(F)(F)F)=O)C(=O)N[C@@H](C1=CC=CC=C1)C1=NC(=C(C=C1)C(C)C)F